ClC1=C(OCC(=O)O)C=CC(=C1Cl)C(C(CC)=C)=O 2-[2,3-dichloro-4-(2-methylenebutyryl)phenoxy]acetic acid